R-(-)-glycine butyrate C(CCC)(=O)O.NCC(=O)O